1-(4-fluoro-3-isopropyl-2-(8-methyl-[1,2,4]triazolo[1,5-a]pyridin-6-yl)-1H-pyrrolo[2,3-c]pyridin-5-yl)-N-isopropylpiperidin-4-amine FC1=C2C(=CN=C1N1CCC(CC1)NC(C)C)NC(=C2C(C)C)C=2C=C(C=1N(C2)N=CN1)C